OC=1C2=C(C(NN1)=O)SC1=C2C=CC=C1 1-hydroxybenzo[4,5]thieno[2,3-d]pyridazin-4(3H)-one